OCCCN(S(=O)(=O)C(C)(C)C)C1(CN(C1)C(=O)OCC1=CC=CC=C1)C12[Co]3[Co]2C13COC benzyl 3-[N-(3-hydroxypropyl)-2-methylpropane-2-sulfonamido]-3-[4-(methoxymethyl)-1,2-dicobaltatricyclo[1.1.0.02,4]butan-3-yl]azetidine-1-carboxylate